N-(6-(1,4-dioxa-7-azaspiro[4.4]nonan-7-yl)-3-(trifluoromethyl)imidazo[1,2-b]pyridazin-8-yl)-N-(4-methoxybenzyl)glycine O1CCOC12CN(CC2)C=2C=C(C=1N(N2)C(=CN1)C(F)(F)F)N(CC(=O)O)CC1=CC=C(C=C1)OC